BrC1=CC(=NC=C1)N1C[C@@H](OCC1)CN1CCN(CC1)C(=O)OC(C)(C)C tert-butyl 4-[[(2S)-4-(4-bromo-2-pyridyl)morpholin-2-yl]methyl]piperazine-1-carboxylate